ClC(C(=O)N[C@H](C(=O)N1[C@@H]([C@H]2C([C@H]2C1)(C)C)C(=O)O)C1CCCC1)(F)F (1R,2S,5S)-3-((S)-2-(2-chloro-2,2-difluoroacetamido)-2-cyclopentylacetyl)-6,6-dimethyl-3-azabicyclo[3.1.0]hexane-2-carboxylic acid